C(C)OC(=O)C1=CN(C(C=C1)=O)C1=NC(=CN=C1)C=1N(N=NC1)C.OC1CCC(CC1)NC1=NC=C(C(=N1)NC(C)(C)CC)C(=O)N 2-((1r,4r)-4-hydroxycyclohexylamino)-4-(tert-pentylamino)pyrimidine-5-carboxamide ethyl-1-[6-(3-methyltriazol-4-yl)pyrazin-2-yl]-6-oxo-pyridine-3-carboxylate